FC=1C=C2C=CC(=NC2=CC1)/C=C/C(=O)C1=CC=C(C=C1)OC (E)-3-(6-fluoroquinolin-2-yl)-1-(4-methoxyphenyl)prop-2-en-1-one